CN1N=C(C=C1)C=1C=CC=2N(C1)N=CC2C(=O)N2[C@@H](C1=C(CC2)NC=N1)C1=NN2C(C=CC=C2)=C1 (S)-(6-(1-methyl-1H-pyrazol-3-yl)pyrazolo[1,5-a]pyridin-3-yl)(4-(pyrazolo[1,5-a]pyridin-2-yl)-6,7-dihydro-1H-imidazo[4,5-c]pyridin-5(4H)-yl)methanone